BrC=1C=C(C(=O)OCC)C=CN1 ethyl 2-bromoisonicotinate